FC(S(=O)(=O)NC=1C=C(C=CC1)C1(CC1)NC(=O)C=1N=CN(C1)C1=NC(=CN=C1)OCC)F N-[1-[3-(difluoromethanesulfonamido)phenyl]cyclopropyl]-1-(6-ethoxypyrazin-2-yl)imidazole-4-carboxamide